furoic anhydride O1C(=CC=C1)C(=O)OC(=O)C=1OC=CC1